CC1(C(C(CCC1)C)CCC(O)CCC)C 2,2,6-trimethyl-alpha-propyl-cyclohexane-propanol